[I-].[Na+].O1C(NC=C1)=O Oxazol-2(3H)-one sodium iodide